COC1=CC=C(C=C1)CN(S(=O)(=O)C1=CC=C(C=C1)N1C(OC2(C1)CCNCC2)=O)CC2=CC=C(C=C2)OC N,N-bis[(4-methoxyphenyl)methyl]-4-(2-oxo-1-oxa-3,8-diazaspiro[4.5]decan-3-yl)benzenesulfonamide